6-(difluoromethyl)nicotinic acid FC(C1=NC=C(C(=O)O)C=C1)F